diethyl 9-isocyano-9-tosylheptadecanedioate [N+](#[C-])C(CCCCCCCC(=O)OCC)(CCCCCCCC(=O)OCC)S(=O)(=O)C1=CC=C(C)C=C1